tert-Butyl 2-amino-3-(5-bromobenzo[d]thiazol-2-yl)-5,7-dimethyl-4,7-dihydrothieno[2,3-c]pyridine-6(5H)-carboxylate NC1=C(C2=C(C(N(C(C2)C)C(=O)OC(C)(C)C)C)S1)C=1SC2=C(N1)C=C(C=C2)Br